1-ethyl-3-((S)-1,1,1,5,5,5-hexafluoropentan-2-yl)-1-(1-(6-(8-methoxyimidazo[1,2-a]pyrazin-6-yl)pyridazin-4-yl)ethyl)urea C(C)N(C(=O)N[C@H](C(F)(F)F)CCC(F)(F)F)C(C)C1=CN=NC(=C1)C=1N=C(C=2N(C1)C=CN2)OC